C(C)(C)C1=CC=C(C)C=C1 p-iso-propyltoluene